4-(Pyrimidin-2-yl)-1-(2-sulfoethyl)pyridazin N1=C(N=CC=C1)C1=CNN(C=C1)CCS(=O)(=O)O